methyl (2S)-3-(3-bromo-6-fluoro-2-hydroxyphenyl)-2-[(tert-butoxycarbonyl) amino]propanoate BrC=1C(=C(C(=CC1)F)C[C@@H](C(=O)OC)NC(=O)OC(C)(C)C)O